tert-butyl (7-((4-(chlorosulfonyl)phenyl)sulfonamido)heptyl)carbamate ClS(=O)(=O)C1=CC=C(C=C1)S(=O)(=O)NCCCCCCCNC(OC(C)(C)C)=O